C(C=C)N1C(N(C2=NC(=NC(=C12)OCC)N)[C@H]1[C@H](O)[C@H](O)[C@H](O1)CO)=O 7-allyl-2-amino-6-ethoxy-9-β-D-ribofuranosyl-7,9-dihydropurin-8-one